7-amino-8-bromo-2,3-dimethoxy-quinoxaline-6-carbonitrile NC1=C(C=C2N=C(C(=NC2=C1Br)OC)OC)C#N